N-(4-((6-((4-morpholinylphenyl)amino)-1H-pyrazolo[3,4-d]pyrimidin-1-yl)methyl)phenyl)acrylamide N1(CCOCC1)C1=CC=C(C=C1)NC1=NC=C2C(=N1)N(N=C2)CC2=CC=C(C=C2)NC(C=C)=O